1-(3-(5-(difluoromethyl)-4-(3,5-dimethylisoxazol-4-yl)-6-(tetrahydro-2H-pyran-4-ylamino)pyrimidin-2-yl)phenoxy)-3-(methylamino)propan-2-ol FC(C=1C(=NC(=NC1NC1CCOCC1)C=1C=C(OCC(CNC)O)C=CC1)C=1C(=NOC1C)C)F